ClC1=CC(=C(C=C1)C(C(=O)OCC)=O)OCC ethyl 2-(4-chloro-2-ethoxyphenyl)-2-oxoacetate